C1OCC12CN(C2)C2CCC(CC2)NC=2C=1C=C(N(C1C=CC2)CC(F)(F)F)I N-((1S,4S)-4-(2-oxa-6-azaspiro[3.3]heptan-6-yl)cyclohexyl)-2-iodo-1-(2,2,2-trifluoroethyl)-1H-indol-4-amine